OC1=C(C(=CC(=C1CN(C(=O)C1CCCC1)C)CCCCC)O)C1=C(C=CC(=C1)C)C(=C)C N-((2,6-dihydroxy-5'-methyl-4-pentyl-2'-(prop-1-en-2-yl)-[1,1'-biphenyl]-3-yl)methyl)-N-methylcyclopentanecarboxamide